N1(CC1)C=1C(=CC(=C(C(=O)N)C1)[N+](=O)[O-])NO 5-(aziridin-1-yl)-4-hydroxylamino-2-nitrobenzamide